FC1=CC=C(C=C1)N1C(N(C=C(C1=O)C(=O)OCC)CC)=O ethyl 3-(4-fluorophenyl)-1-ethyl-2,4-dioxo-1,2,3,4-tetrahydropyrimidin-5-formate